sodium bis[(2-ethylhexyloxy) ethyl] phosphate P(=O)(OCCOCC(CCCC)CC)(OCCOCC(CCCC)CC)[O-].[Na+]